(R)-1-(2-fluoro-2-methylpropyl)-4-(5-methylthiazol-2-yl)-N-(1-(2-(trifluoromethyl)pyrimidin-5-yl)ethyl)-1H-indazole-6-carboxamide FC(CN1N=CC2=C(C=C(C=C12)C(=O)N[C@H](C)C=1C=NC(=NC1)C(F)(F)F)C=1SC(=CN1)C)(C)C